(S)-1'-(6-amino-5-((2-amino-3-chloropyridin-4-yl)thio)-3-methylpyrazin-2-yl)-1,3-dihydrospiro[inden-2,4'-piperidin]-1-amine NC1=C(N=C(C(=N1)N1CCC2(CC1)[C@@H](C1=CC=CC=C1C2)N)C)SC2=C(C(=NC=C2)N)Cl